stigmast-4-ene-3,6-dione CC[C@H](CC[C@@H](C)[C@H]1CC[C@H]2[C@@H]3CC(C4=CC(CC[C@]4(C)[C@H]3CC[C@]12C)=O)=O)C(C)C